(R)-4-fluoro-N-{1-[2-hydroxycarbamoyl-1-(3'-hydroxymethyl-biphenyl-4-ylmethyl)-ethyl]-1H-[1,2,3]-triazol-4-ylmethyl}-benzamide FC1=CC=C(C(=O)NCC=2N=NN(C2)[C@@H](CC(NO)=O)CC2=CC=C(C=C2)C2=CC(=CC=C2)CO)C=C1